ClC=1C=C(C=C(C1)Cl)C1=CC2=C(C=3C4=CC=CC=C4NC13)OC1=C2C=CC=C1 6-(3,5-dichlorophenyl)-5H-benzofuro[3,2-c]carbazole